tert-butyl (3R)-3-[2-amino-6-(triisopropylsilyloxymethyl)benzimidazol-1-yl]azepane-1-carboxylate NC1=NC2=C(N1[C@H]1CN(CCCC1)C(=O)OC(C)(C)C)C=C(C=C2)CO[Si](C(C)C)(C(C)C)C(C)C